CC1(C2=CC=CC=C2C=2C=C(C=CC12)B(O)O)C 9,9-Dimethylfluorene-3-boronic acid